ClC1=C2C(=NC(=N1)N)N(N=C2I)C(C)C 4-chloro-3-iodo-1-isopropyl-1H-pyrazolo[3,4-d]pyrimidin-6-yl-amine